3-phosphogluconate P(=O)(O)(O)O[C@H]([C@H](C(=O)[O-])O)[C@H](O)[C@H](O)CO